C[C@@H]1O[C@@H](CN([C@@H]1CNC1=NC=C(N=C1)C(F)(F)F)C(=O)C=1N=CN(C1C1=NC=C(C=N1)F)C)C ((2S,3R,6R)-2,6-Dimethyl-3-(((5-(trifluoromethyl)pyrazin-2-yl)amino)methyl)morpholino)(5-(5-fluoropyrimidin-2-yl)-1-methyl-1H-imidazol-4-yl)methanone